dimethyl fumarate (dimethylfumarate) C\C(=C(/C(=O)O)\C)\C(=O)O.C(\C=C\C(=O)OC)(=O)OC